CC1(CC(CC(C1)(N=C=O)C)(C)N=C=O)C 3,3,5-trimethyl-5-isocyanato-methyl-cyclohexyl isocyanate